FC12CC(C1)(C2)C(=O)NC2=CNC1=CC=C(C=C21)OC2CC(C2)C2=CC=C(C=C2)C(F)(F)F 3-fluoro-N-(5-((1s,3s)-3-(4-(trifluoromethyl)phenyl)cyclobutoxy)-1H-indol-3-yl)bicyclo[1.1.1]pentane-1-carboxamide